FC1CC(C1)(CC1=NN=CN1C)C=1C=C(C=CC1)NC(C1=NC(=CC=C1)C(F)(F)F)=O N-(3-((1R,3S)-3-fluoro-1-((4-methyl-4H-1,2,4-triazol-3-yl)methyl)-cyclobutyl)phenyl)-6-(trifluoromethyl)picolinamide